BrC=1C2=C(C=[N+](C1)[O-])N(C=N2)COCC[Si](C)(C)C 7-bromo-3-((2-(trimethylsilyl)ethoxy)methyl)-3H-imidazo[4,5-c]pyridine 5-oxide